C(CC)NC(=O)NC=1C=C(C=CC1)S(=O)(=O)C=1C(=C(C=CC1)C(C(=O)O)C)N {3-[(propylcarbamoyl)amino]benzene-1-sulfonyl-(amino)phenyl}propanoic acid